2,4-dichloro-1,3-diazanaphthalene ClC1=NC2=CC=CC=C2C(=N1)Cl